(3-aminophenyl)(10-chloroanthracen-9-yl)methanol NC=1C=C(C=CC1)C(O)C=1C2=CC=CC=C2C(=C2C=CC=CC12)Cl